5-(4-cyclopropyl-1H-imidazol-1-yl)-2-fluoro-N-[6-(4-isopropyl-4H-1,2,4-triazol-3-yl)pyridin-2-yl]-4-methylbenzamide C1(CC1)C=1N=CN(C1)C=1C(=CC(=C(C(=O)NC2=NC(=CC=C2)C2=NN=CN2C(C)C)C1)F)C